1-[3-cyclopropyl-6-[5-[[6-methyl-5-(1-methylazetidin-3-yl)pyridazin-3-yl]amino]benzimidazol-1-yl]-2-pyridyl]-5-methyl-pyrazole-3-carbonitrile C1(CC1)C=1C(=NC(=CC1)N1C=NC2=C1C=CC(=C2)NC=2N=NC(=C(C2)C2CN(C2)C)C)N2N=C(C=C2C)C#N